NC1=C(C=C2N=CC=NC2=C1C1=C(C(=CC=C1)O)Cl)C(=O)N (M)-7-amino-8-(2-chloro-3-hydroxyphenyl)quinoxaline-6-carboxamide